(S)-1-(2-(benzyloxy)ethyl)pyrrolidin-3-ol C(C1=CC=CC=C1)OCCN1C[C@H](CC1)O